Cl.CC1(C(N(C2=CC=CC=C12)C1CCN(CC1)C([C@H](CCC1=CC=CC=C1)NC(=O)[C@H]1CNCCC1)=O)=O)C (R)-N-((S)-1-(4-(3,3-dimethyl-2-oxoindolin-1-yl)piperidin-1-yl)-1-oxo-4-phenylbutan-2-yl)piperidine-3-carboxamide hydrochloric acid salt